Benzyl (S)-2-(cyanomethyl)-4-(2-(((S)-1-(ethyl-2,2,2-d3)pyrrolidin-2-yl) methoxy)-5,6,7,8-tetrahydropyrido[3,4-d]pyrimidin-4-yl)piperazine-1-carboxylate C(#N)C[C@@H]1N(CCN(C1)C=1C2=C(N=C(N1)OC[C@H]1N(CCC1)CC([2H])([2H])[2H])CNCC2)C(=O)OCC2=CC=CC=C2